(2E)-3-{2-[4,6-bis(trifluoromethyl)-1,3,5-triazin-2-yl]-6-chloro-2,3,4,9-tetrahydro-1H-pyrido[3,4-b]indol-1-yl}-2-methylprop-2-en-1-ol FC(C1=NC(=NC(=N1)C(F)(F)F)N1C(C=2NC3=CC=C(C=C3C2CC1)Cl)/C=C(/CO)\C)(F)F